tert-butyl ((3S,5S)-5-(hydroxymethyl)pyrrolidin-3-yl)carbamate OC[C@@H]1C[C@@H](CN1)NC(OC(C)(C)C)=O